3-(5-bromopyrazin-2-yl)-3,6-diazabicyclo[3.1.1]heptane-6-carboxylic acid tert-butyl ester C(C)(C)(C)OC(=O)N1C2CN(CC1C2)C2=NC=C(N=C2)Br